C(C1=CC=CC=C1)C1=NN=C(S1)C(=O)NC1C2C(C3=C(N(C1=O)C)N=CC=C3)C2 5-benzyl-N-(cis-4-methyl-3-oxo-1,1a,2,3,4,8b-hexahydrocyclopropa[d]pyrido[2,3-b]azepin-2-yl)-1,3,4-thiadiazole-2-carboxamide